2-((4-chloro-2-isopropylbenzyl)oxy)-5-(4-(trifluoromethyl)-1H-pyrrol-2-yl)pyridin-4-ol ClC1=CC(=C(COC2=NC=C(C(=C2)O)C=2NC=C(C2)C(F)(F)F)C=C1)C(C)C